monopropylamine C(CC)N